rac-methyl (1S*,2S*)-2-(5-chloropyridin-3-yl)cyclopropane-1-carboxylate ClC=1C=C(C=NC1)[C@@H]1[C@H](C1)C(=O)OC |r|